C1(CC1)CN1C(=CC2=CC=CC=C12)B1OC(C(O1)(C)C)(C)C 1-(cyclopropylmethyl)-2-(4,4,5,5-tetramethyl-1,3,2-dioxaborolan-2-yl)-1H-indole